N1=C(C=CC=C1)N1N=CC=C1C(F)(F)F 1-(pyridin-2-yl)-5-(trifluoromethyl)-1H-pyrazol